CN1C(=C(C2=CC=CC=C12)\N=N\C=1C=C(C=CC1)C)C(=O)C1=CC=CC=C1 (E)-(1-methyl-3-(m-tolyldiazenyl)-1H-indol-2-yl)(phenyl)methanone